COC=1C=CC=2C3=C(C=NC2N1)COC(N3CC3CCNCC3)=O 8-Methoxy-1-(piperidin-4-ylmethyl)-1,4-dihydro-2H-[1,3]oxazino[5,4-c][1,8]naphthyridin-2-one